CN(C(CCC)CCCCCCCC=CCC=CCCCCC)C N,N-dimethylheneicosane-12,15-dien-4-amine